C(C)(C)(C)C=1C=C(C=C(C1)C(C)(C)C)C1=NC2=C3N=CC=CC3=CC=C2C=C1 3,5-di-tert-butylphenyl-1,10-phenanthroline